CC1CC2C(CNC2)C1 5-methyl-octahydrocyclopenta[c]pyrrole